FC1=CC=C(OCC2SC3=CN(CCC3=N2)[C@@H](C(C)(C)C)C)C=C1 2-[(4-fluorophenoxy)methyl]-6,7-dihydro-5-[(1R)-1,2,2-trimethylpropyl]-thiazolo[5,4-c]pyridin